CO[C@@H]1CNCC1 (S)-3-methoxypyrrolidine